trans-5-chloro-N-(3-(2-((4-(dimethylamino)cyclohexyl)amino)-8-methyl-7-oxo-7,8-dihydropyrido[2,3-d]pyrimidin-6-yl)-2-fluorophenyl)-2-methoxypyridine-3-sulfonamide ClC=1C=C(C(=NC1)OC)S(=O)(=O)NC1=C(C(=CC=C1)C1=CC2=C(N=C(N=C2)N[C@@H]2CC[C@H](CC2)N(C)C)N(C1=O)C)F